(S)-2-((1-Amino-3,3-difluorocyclopentyl)methoxy)-4-(5-methoxyimidazo[1,2-a]pyridin-3-yl)-6-(methylthio)benzonitrile N[C@@]1(CC(CC1)(F)F)COC1=C(C#N)C(=CC(=C1)C1=CN=C2N1C(=CC=C2)OC)SC